C1(CC1)[C@@H](C)N(C(=O)OCC1=C(N=NN1C)C1=CC=C(C=N1)C#CC1(CC1)CC(=O)O)C (R)-2-(1-((6-(5-((((1-cyclopropylethyl)(methyl)carbamoyl)oxy)methyl)-1-methyl-1H-1,2,3-triazol-4-yl)pyridin-3-yl)ethynyl)cyclopropyl)acetic acid